FC=1C(=NC(=NC1)NC1=NC=C(C=C1)CN1CCN(CC1)C1CCN(CC1)C)C1=CC2=C(N=C3COCC(N32)C)C(=C1)F 5-fluoro-4-(9-fluoro-4-methyl-3,4-dihydro-1H-benzo[4,5]imidazo[2,1-c][1,4]oxazin-7-yl)-N-(5-((4-(1-methylpiperidin-4-yl)piperazin-1-yl)methyl)pyridin-2-yl)pyrimidin-2-amine